C(C)(C)(C)OC(=O)CCCCCCN(CC(CCCCCC(=O)[O-])O)CC(CCCC(=O)OCCCCCCCCCCC)O 8-{(6-tert-butoxycarbonylhexyl) [2-hydroxy-5-(undecyloxycarbonyl) pentyl] amino}-7-hydroxyoctanoate